C(#N)/C(/C(=O)NCCNS(=O)(=O)C1=CC=C(C=C1)C)=C\C1=NC2=C(OC1=O)C=C(C=C2)N(CC)CC (E)-2-cyano-3-(7-(diethylamino)-2-oxo-2H-benzo[b][1,4]oxazin-3-yl)-N-(2-((4-methylphenyl)sulfonamido)ethyl)acrylamide